CC1(CC(C=C2OC=3C=C(C=CC3C=C12)N(CCCCCC(=O)O)CC)=O)C 6-[(8,8-dimethyl-6-oxo-7H-xanthene-3-yl)-ethyl-amino]hexanoic acid